ClC1=CC=C(C=C1)C1=NN(C[C@H]1C1=CC=CC=C1)\C(\N[C@@H]1C[C@@H](CC1)S(N)(=O)=O)=N/S(=O)(=O)C1=CC=C(C=C1)Cl (R,Z)-3-(4-chlorophenyl)-N'-((4-chlorophenyl)sulfonyl)-4-phenyl-N-((1S,3R)-3-sulfamoylcyclopentyl)-4,5-dihydro-1H-pyrazole-1-carboximidamide